diamyl ketoxime C(CCCC)C(=NO)CCCCC